FC(OC1=CC=C(C=C1)[C@@H]1N(C[C@H](CC1)C)C(C(=O)NC=1C=C(C=NC1)C(=O)N)=O)F |r| rac-5-{2-[(2R,5S)-2-[4-(Difluoromethoxy)phenyl]-5-methylpiperidin-1-Yl]-2-oxoacetamido}Pyridine-3-carboxamide